C(C=C)(=O)O.C(C1=CC=CC=C1)(C1=CC=CC=C1)=NO benzophenone oxime acrylate